1-bromo-2,3-difluoro-4-methoxybenzene BrC1=C(C(=C(C=C1)OC)F)F